1-(cyclopropylmethyl)-N-(2-{[(2-fluorocyclopropyl)formamido][4-(propan-2-yl)phenyl]methyl}phenyl)piperidine-4-carboxamide C1(CC1)CN1CCC(CC1)C(=O)NC1=C(C=CC=C1)C(C1=CC=C(C=C1)C(C)C)NC(=O)C1C(C1)F